NC1SC=CC1C(=O)OC methyl 2-amino-2,3-dihydrothiophene-3-carboxylate